tert-butyl-6-[[2-(5-chloro-2-methoxy-phenyl)acetyl]amino]pyrimidine-4-carboxamide C(C)(C)(C)C1=NC(=CC(=N1)C(=O)N)NC(CC1=C(C=CC(=C1)Cl)OC)=O